dioctyl ether C(CCCCCCC)OCCCCCCCC